COC1=C(OC2=NC=C(C=C2C(=O)NC2=CN=NC=C2)C(F)(F)F)C=CC(=C1)OC 2-(2,4-dimethoxyphenoxy)-N-pyridazin-4-yl-5-(trifluoromethyl)pyridine-3-carboxamide